CC1=CC=CC(=N1)C1=C(N=CN1)C=1C=C2C=C(C=NC2=CC1)C1=CC(=CS1)C(=O)OCCN1CCNCC1 2-piperazin-1-ylethyl 5-[6-[5-(6-methyl-2-pyridyl)-1H-imidazol-4-yl]-3-quinolyl]thiophene-3-carboxylate